C1N(CCC2=CC=CC=C12)CC=1N=C2N(C(=NC=3C(=CC=CC23)OC)N)C1 2-((3,4-dihydroisoquinolin-2(1H)-yl)methyl)-7-methoxyimidazo[1,2-c]quinazolin-5-amine